tert-butyl 2-(4-fluorophenyl)-4-iodo-1H-pyrrole-1-carboxylate FC1=CC=C(C=C1)C=1N(C=C(C1)I)C(=O)OC(C)(C)C